2H-1-benzoxocin-5-methanol O1CC=CC(=CC2=C1C=CC=C2)CO